CC1N(C2=C(OC1)C=CC(=C2)C)C=2C=NC=1CCN(CC1C2)C=2C(=CC=1N(N2)C(C=CN1)=O)C 7-(3-(3,6-dimethyl-2,3-dihydro-4H-benzo[b][1,4]oxazin-4-yl)-7,8-dihydro-1,6-naphthyridin-6(5H)-yl)-8-methyl-4H-pyrimido[1,2-b]pyridazin-4-one